2-methyl-4'-(trifluoromethyl)-[1,1'-biphenyl]-3-carboxylic acid CC1=C(C=CC=C1C(=O)O)C1=CC=C(C=C1)C(F)(F)F